C(C)OC(C=N)=O 2-iminoacetic acid ethyl ester